FC=1C=NC=C(C1N1C(N(C=2C=NC=3C=C(C(=CC3C21)C2=NN(N=C2)C)OC)C)=O)OC 1-(3-Fluoro-5-methoxy-pyridin-4-yl)-7-methoxy-3-methyl-8-(2-methyl-2H-1,2,3-triazol-4-yl)-1,3-dihydroimidazo[4,5-c]quinolin-2-one